bis-(3-triethoxysilyl-1-propyl) methyltrithiophosphonate CP(SCCC[Si](OCC)(OCC)OCC)(SCCC[Si](OCC)(OCC)OCC)=S